2-methyl-6-nitrobenzene-1-sulfonyl chloride CC1=C(C(=CC=C1)[N+](=O)[O-])S(=O)(=O)Cl